C(=O)OC1=C(C(=O)OCC\C=C/CC)C=CC=C1 (Z)-hex-3-en-1-yl 2-(formyloxy)benzoate